F[C@H]1[C@H](CNCC1)NC(OC(C)(C)C)=O tert-butyl N-[(3S,4R)-4-fluoro-3-piperidyl]carbamate